O[C@@H]1CN(CCC1)C1=C(C=C(C=C1)C=1[C@@H](NC(NN1)=O)C)C(F)(F)F (5S)-6-{4-[(3S)-3-hydroxypiperidin-1-yl]-3-(trifluoromethyl)phenyl}-5-methyl-4,5-dihydro-1,2,4-triazin-3(2H)-one